C[Si](CCOCN1C=CC2=C1N=C(N=C2)N2CCC(CC2)CC(=O)N)(C)C 2-(1-(7-((2-(Trimethylsilyl)ethoxy)methyl)-7H-pyrrolo[2,3-d]pyrimidin-2-yl)piperidin-4-yl)acetamide